CC1([C@H]2CC=C([C@@H]1C2)C2=NN(C(C2)C2=CC=CC=C2)C2=CC=CC=C2)C 3-((1R,5S)-6,6-Dimethylbicyclo[3.1.1]hept-2-en-2-yl)-1,5-diphenyl-4,5-dihydro-1H-pyrazol